1,5-Dimethyl-3-(4-(pyridin-2-yl)phenyl)-1H-pyrazol-4-ol CN1N=C(C(=C1C)O)C1=CC=C(C=C1)C1=NC=CC=C1